C(C)(C)(C)OC(=O)N1C[C@H](CC1)OC1=NC(=CC(=C1)I)C(F)(F)F (S)-3-((4-iodo-6-(trifluoromethyl)pyridin-2-yl)oxy)pyrrolidine-1-carboxylic acid tert-butyl ester